2-butyl-1,4-cyclohexanedicarboxylic acid C(CCC)C1C(CCC(C1)C(=O)O)C(=O)O